N-[1-(3,5-difluorophenyl)-5-oxopyrrolidin-3-yl]-2-(2-methylphenyl)acetamid FC=1C=C(C=C(C1)F)N1CC(CC1=O)NC(CC1=C(C=CC=C1)C)=O